(6-(4-Ethyl-3-(hydroxymethyl)-5-oxo-4,5-dihydro-1H-1,2,4-triazol-1-yl)-1-oxo-4-(prop-1-en-2-yl)isoquinolin-2(1H)-yl)benzonitrile C(C)N1C(=NN(C1=O)C=1C=C2C(=CN(C(C2=CC1)=O)C1=C(C#N)C=CC=C1)C(=C)C)CO